N-benzyl-N,N,N-triethylammonium bromide [Br-].C(C1=CC=CC=C1)[N+](CC)(CC)CC